4-(thien-2-yl-5-d)-6-azaspiro[2.5]octane S1C(=CC=C1[2H])C1C2(CC2)CCNC1